[H-].[Na+].CO[C@H]1[C@@H](CC[C@@H](C1)C(N(C)OC)=O)N(C(OC(C)(C)C)=O)C 1,1-dimethylethyl N-[(1R,2R,4S)-2-methoxy-4-[methoxy(methyl)carbamoyl]cyclohexyl]-N-methyl-carbamate Sodium hydride